3-methyl-N-[[(1S,3R)-3-[[5-(6-oxopyridazin-1-yl)-2-pyridyl]amino]cyclopentyl]methyl]isoxazole-5-carboxamide CC1=NOC(=C1)C(=O)NC[C@@H]1C[C@@H](CC1)NC1=NC=C(C=C1)N1N=CC=CC1=O